1-(1-((5-(cyclopropylethynyl)pyridin-3-yl)sulfonyl)-5-(2-fluorophenyl)-1H-pyrrol-3-yl)-N-methyl-methylamine C1(CC1)C#CC=1C=C(C=NC1)S(=O)(=O)N1C=C(C=C1C1=C(C=CC=C1)F)CNC